BrC1=CC=C2C=C(N(C2=C1)C(=O)OC(C)(C)C)CNC(=O)C1(CC1)C tert-butyl 6-bromo-2-((1-methylcyclopropanecarboxamido)methyl)-1H-indole-1-carboxylate